C(C)(C)(C)OC(=O)N1CCC(CC1)C=1C=C2C(=C(NC2=CC1)C1=CC(=C(C=C1)OC)OC)Cl 4-(3-chloro-2-(3,4-dimethoxyphenyl)-1H-indol-5-yl)piperidine-1-carboxylic acid tert-butyl ester